2-((4-(5-(pyrrolidin-1-yl)pyridin-3-yl)-1H-1,2,3-triazol-1-yl)methyl)imidazo[1,2-a]pyridine-6-formaldehyde N1(CCCC1)C=1C=C(C=NC1)C=1N=NN(C1)CC=1N=C2N(C=C(C=C2)C=O)C1